C(C)(C)(C)OC(=O)N1C(CNCC1)C1=C(C=NC=C1[N+](=O)[O-])Cl (3-chloro-5-nitropyridin-4-yl)piperazine-1-carboxylic acid tert-butyl ester